C1(CC1)NC1(CCCCCC1)CNC(C1=CC=C(C=C1)C#CC1=C(C=CC=C1)F)=O N-((1-(cyclopropylamino)cycloheptyl)methyl)-4-((2-fluorophenyl)ethynyl)benzamide